3-bromo-2-methylpyridin-4-amine BrC=1C(=NC=CC1N)C